ClC=1C=C2C(CN(CC2=C(C1)Cl)C)C1=CC=C(C=C1)S(=O)(=O)NCCOCCOCCNC(C(=O)NCCOCCOCCNS(=O)(=O)C1=CC=C(C=C1)C1CN(CC2=C(C=C(C=C12)Cl)Cl)C)=O N1,N2-bis(2-(2-(2-(4-(6,8-dichloro-2-methyl-1,2,3,4-tetrahydroisoquinolin-4-yl)phenylsulfonamido)ethoxy)ethoxy)ethyl)oxalamide